3-(4-methylphenyl)isoxazole CC1=CC=C(C=C1)C1=NOC=C1